OC1CC1 1-hydroxycyclopropan